BrC1=C(C=C2C(=NC=NC2=C1)NC(C)C1=C(C(=CC=C1)C(F)(F)F)C)P(C)C (7-bromo-4-((1-(2-methyl-3-(trifluoromethyl)phenyl)ethyl)amino)quinazolin-6-yl)dimethylphosphine